(S)-4-(4-((2,3-dihydrobenzo[b][1,4]dioxin-2-yl)methyl)-piperazin-1-yl)-N-(pyridin-4-yl)-1,2,5-thiadiazol-3-amine dihydrochloride Cl.Cl.O1C2=C(OC[C@@H]1CN1CCN(CC1)C=1C(=NSN1)NC1=CC=NC=C1)C=CC=C2